1-[[4-[5-(trifluoromethyl)-1,2,4-oxadiazol-3-yl]phenyl]methyl]imidazole-2-carbaldehyde FC(C1=NC(=NO1)C1=CC=C(C=C1)CN1C(=NC=C1)C=O)(F)F